COC1=C(C(=CC(=C1)OC)CCCCC)S(=O)(=O)N1CCOCC1 4-((2,4-dimethoxy-6-pentylphenyl)sulfonyl)morpholine